methyl 5-[4-(6-chloro-5-fluoro-indolin-1-yl)quinazolin-6-yl]pyridine-3-carboxylate ClC1=C(C=C2CCN(C2=C1)C1=NC=NC2=CC=C(C=C12)C=1C=C(C=NC1)C(=O)OC)F